(R)-N-(5-(5-ethyl-1,2,4-oxadiazol-3-yl)-7-fluoro-2,3-dihydro-1H-inden-1-yl)-1-methyl-1H-pyrazole-4-carboxamide C(C)C1=NC(=NO1)C=1C=C2CC[C@H](C2=C(C1)F)NC(=O)C=1C=NN(C1)C